N-methyl-6-(trifluoromethyl)-5,6,7,8-tetrahydroimidazo[1,2-a]pyridine-2-carboxamide CNC(=O)C=1N=C2N(CC(CC2)C(F)(F)F)C1